5-[(3S)-3-amino-3-methylpyrrolidin-1-yl]-6-{[(1S)-1-cyclopropylethyl]carbamoyl}-4-(3,5-difluorophenyl)pyridine-3-carboxylic acid methyl ester COC(=O)C=1C=NC(=C(C1C1=CC(=CC(=C1)F)F)N1C[C@@](CC1)(C)N)C(N[C@@H](C)C1CC1)=O